(1R,2S)-6-hydroxy-2-phenyl-1,2,3,4-tetrahydronaphthalen OC=1C=C2CC[C@@H](CC2=CC1)C1=CC=CC=C1